2-fluoro-1-[3-[4-(3-hydroxyazetidin-1-yl)-1-[4-(trifluoromethoxy)phenyl]pyrazolo[3,4-b]pyridin-3-yl]azetidin-1-yl]prop-2-en-1-one FC(C(=O)N1CC(C1)C1=NN(C2=NC=CC(=C21)N2CC(C2)O)C2=CC=C(C=C2)OC(F)(F)F)=C